2-(((tert-Butyldimethylsilyl)oxy)methyl)-N-methyl-7-(4-morpholinophenyl)thieno[3,2-d]pyrimidin-4-amine [Si](C)(C)(C(C)(C)C)OCC=1N=C(C2=C(N1)C(=CS2)C2=CC=C(C=C2)N2CCOCC2)NC